(P)-3-chloro-4-((3,5-difluoropyridin-2-yl)methoxy)-N-methoxy-N,5',6-trimethyl-2-oxo-2H-[1,4'-bipyridin]-2'-amide ClC=1C(N(C(=CC1OCC1=NC=C(C=C1F)F)C)C1=CC(=NC=C1C)C(=O)N(C)OC)=O